C(C)(C)(C)C=1C=C(C2=C(N=[13C](O2)C2=CC=CC=C2)C1)C1=CC=C(C=C1)Cl 5-(tert-butyl)-2-phenyl-7-(p-chlorophenyl)benzoxazole-13C